(R*)-3-(4-(2-Aminoethoxy)phenyl)-N5-((1R,5S,6r)-3-oxabicyclo[3.1.0]hexan-6-yl)-N7-methyl-2,3-dihydro-benzofuran-5,7-dicarboxamid NCCOC1=CC=C(C=C1)[C@H]1COC2=C1C=C(C=C2C(=O)NC)C(=O)NC2[C@H]1COC[C@@H]21 |o1:10|